(triphenylphosphane) palladium (0) [Pd].C1(=CC=CC=C1)P(C1=CC=CC=C1)C1=CC=CC=C1